thieno[3,2-b]furan O1C2=C(C=C1)SC=C2